N(=[N+]=[N-])CC1=CC=C(OC2=CC=C(C=C2)C(C=O)=O)C=C1 2-(4-(4-(azidomethyl)phenoxy)phenyl)-2-oxoacetaldehyde